BrC1=C(C=C(C(=O)N2CC=3N(CC2)C(N(C3C(=O)N[C@H](C)C3=CC=CC=C3)C3CCC(CC3)OC)=O)C=C1)Cl |r| 7-(4-bromo-3-chloro-benzoyl)-2-(4-methoxycyclohexyl)-3-oxo-N-[rac-(1R)-1-phenylethyl]-6,8-dihydro-5H-imidazo[1,5-a]pyrazine-1-carboxamide